4-((2-((2-cyclopropyl-6,6-dimethyl-4,5,6,7-tetrahydrobenzofuran-7-yl)amino)-3,4-dioxocyclobut-1-en-1-yl)amino)-3-hydroxy-N,N-dimethylpicolinamide C1(CC1)C=1OC2=C(C1)CCC(C2NC2=C(C(C2=O)=O)NC2=C(C(=NC=C2)C(=O)N(C)C)O)(C)C